NC1=C2N=C(N(C2=NC(=N1)OCC)CC1=C(C=C(CNCCC(=O)N[C@@H](CC2=CNC=N2)C(=O)O)C=C1)OC)O (3-((4-((6-amino-2-ethoxy-8-hydroxy-9H-purin-9-yl)methyl)-3-methoxybenzyl)-amino)-propanoyl)-L-histidine